FC1(CCC(CC1)NC1=NC(=CC(=N1)C)N1N=C(C=C1)C(F)(F)F)F N-(4,4-difluorocyclohexyl)-4-methyl-6-(3-(trifluoromethyl)-1H-pyrazol-1-yl)pyrimidin-2-amine